ClC=1C=CC(=NC1)C=1N=C(C=2N(C1)N=C(N2)O[C@H](COC)C)C=2C=NN(C2)C (S)-6-(5-Chloropyridinyl)-2-((1-methoxypropan-2-yl)oxy)-8-(1-methyl-1H-pyrazol-4-yl)-[1,2,4]triazolo[1,5-a]pyrazine